C(C)(C)[N+]1(CCCC1)C N-isopropyl-N-methyl-pyrrolidinium